OC1(CCCC1)C1=CC(=NC=C1)N1N=CC(=C1)S(=O)(=O)NC1=C2C(=NNC2=CC=C1)C 1-[4-(1-HYDROXYCYCLOPENTYL)PYRIDIN-2-YL]-N-(3-METHYL-1H-INDAZOL-4-YL)PYRAZOLE-4-SULFONAMIDE